COC(C[C@@H](CC1=C(C=C(C(=C1)F)F)F)NC(C)=O)=O (3R)-N-acetyl-3-amino-4-(2,4,5-trifluorophenyl)butanoic acid methyl ester